ClC1=C(C=C2C(=C(N(C2=C1C#N)C)C1=NC(=NN1)C(COC)(F)F)C=1C=NNC1)OC 6-chloro-2-(3-(1,1-difluoro-2-methoxyethyl)-1H-1,2,4-triazol-5-yl)-5-methoxy-1-methyl-3-(1H-pyrazol-4-yl)-1H-indole-7-carbonitrile